tetrasiloxanesulfonate [SiH2](O[SiH2]O[SiH2]O[SiH3])S(=O)(=O)[O-]